C(C)(C)(C)OC(=O)N(C(OC(C)(C)C)=O)C1=NN2C(C=C(C=C2)C2=C(C(=C(C=C2)C)OCCC(C(O)C2=CC=C(C=C2)F)(F)F)F)=N1 tert-butyl (tert-butoxycarbonyl)(7-(3-(3,3-difluoro-4-(4-fluorophenyl)-4-hydroxybutoxy)-2-fluoro-4-methylphenyl)-[1,2,4]triazolo[1,5-a]pyridin-2-yl)carbamate